(4-amino-6-methylene-5-(quinolin-3-yl)-6,7,8,9-tetrahydro-[1,2,4]Triazino[1,6-a]Indol-8-yl)carbamic acid tert-butyl ester C(C)(C)(C)OC(NC1CC(C=2C(=C3N(C2C1)N=CN=C3N)C=3C=NC1=CC=CC=C1C3)=C)=O